6,7-dimethoxy-2-methyl-N-[1-{5-[(1E)-pent-1-en-1-yl]thiophen-2-yl}ethyl]quinazolin-4-amine COC=1C=C2C(=NC(=NC2=CC1OC)C)NC(C)C=1SC(=CC1)\C=C\CCC